C1OCC12OCCN(C2)C2(C(NC(NC2=O)=O)=O)C2=CC=C(C=C2)OC2=CC=C(C=C2)OC(F)(F)F 5-(2,5-dioxa-8-azaspiro[3.5]nonan-8-yl)-5-[4-[4-(trifluoromethoxy)phenoxy]phenyl]hexahydropyrimidine-2,4,6-trione